CC=1CC(OCC1)CCC 4-methyl-2-propyl-3,6-dihydro-2H-pyran